C(C)(C)(C)OC(=O)NC[B-](F)(F)F (((tert-butoxy carbonyl)amino)methyl)trifluoroborate